Cl.Cl.NCC=1C=C2C=CN=C(C2=CC1OC)N 6-(aminomethyl)-7-methoxyisoquinolin-1-amine dihydrochloride